benzyl 4-methyl-1-(oxetan-2-ylmethyl)-5-(2-(trifluoromethyl) phenyl)-1H-pyrrole-3-carboxylate CC=1C(=CN(C1C1=C(C=CC=C1)C(F)(F)F)CC1OCC1)C(=O)OCC1=CC=CC=C1